COC=1C=C(C=CC1OC)C(C(=O)NC1=CC=CC=C1)(F)F (3,4-dimethoxyphenyl)-2,2-difluoro-N-phenylacetamide